2-((4-morpholino-6-(3-(m-tolyl)-1H-pyrazol-1-yl)pyrimidin-2-yl)oxy)ethan-1-ol O1CCN(CC1)C1=NC(=NC(=C1)N1N=C(C=C1)C=1C=C(C=CC1)C)OCCO